NC1CCC(CC1)[C@H](C)NC1=CC=C(C=C1)C(C)(C)C N-((S)-1-((1r,4S)-4-aminocyclohexyl)ethyl)-4-(tert-butyl)aniline